Cl.ClC1=CC=C(C=C1)C1=CC=C(N1C1=C(C=CC=C1)C(F)(F)F)C1=CC=C(C(=O)N(C)CCN(C)C)C=C1 4-[5-(4-chlorophenyl)-1-[2-(trifluoromethyl)phenyl]pyrrol-2-yl]-N-[2-(dimethylamino)ethyl]-N-methyl-benzamide hydrochloride